7-methoxy-2-hydroxyethyl-1-(3,4,5-trimethoxyphenyl)-4,5-dihydro-2H-benzo[e]indazole COC1=CC2=C(C3=C(N(N=C3CC2)CCO)C2=CC(=C(C(=C2)OC)OC)OC)C=C1